(2-fluoro-4-((4-methylpyridin-2-yl)carbamoyl)phenyl)boronic acid FC1=C(C=CC(=C1)C(NC1=NC=CC(=C1)C)=O)B(O)O